CN1N=CC(=C1C=1C=CC(=NC1)NC(C(C1CCC(CC1)C(F)(F)F)NC(=O)C1=CC=NN1C)=O)C N-(2-((5-(1,4-dimethyl-1H-pyrazol-5-yl)pyridin-2-yl)amino)-2-oxo-1-((1r,4r)-4-(trifluoromethyl)cyclohexyl)ethyl)-1-methyl-1H-pyrazole-5-carboxamide